Br.C(CCC)N n-butyl-amine hydrobromide